2-(1-methylethyl)-5-methyl-phenol CC(C)C1=C(C=C(C=C1)C)O